2-(2,4-Dichlorophenoxy)-1-(2-hydroxy-1-methyl-1H-indol-3-yl)ethanone ClC1=C(OCC(=O)C2=C(N(C3=CC=CC=C23)C)O)C=CC(=C1)Cl